C(C=C)[C@]1([C@H](N(CC1=O)C(=O)OCC1=CC=CC=C1)C(=O)OC)CO[Si](C)(C)C(C)(C)C (2S,3S)-1-benzyl 2-methyl 3-allyl-3-(((tert-butyldimethylsilyl)oxy)methyl)-4-oxopyrrolidine-1,2-dicarboxylate